N-(3-diethoxypropylsilylpropyl)urea C(C)OC(CC[SiH2]CCCNC(=O)N)OCC